ClC=1C=CC2=C(C1)C=1C(=CN(C(C1)=O)C(C(=O)OC(C)(C)C)C[C@H]1OCCCC1)COC(C2)C tert-Butyl 2-(11-chloro-7-methyl-2-oxo-7,8-dihydro-2H-[3]benzoxocino[5,6-c]pyridin-3(5H)-yl)-3-[(2S)-tetrahydro-2H-pyran-2-yl]propanoate